C(C(=C)C)(=O)OCCCCCCCCCCOC(C(=C)C)=O decylene glycol dimethacrylate